C(C)(C)(C)C1=CC=C(C=C1)CCC(=O)O 3-(4-tert-butylphenyl)propionic acid